FC=1C=C2/C(/C(=CN(C2=CC1)C)C(=O)OC)=C/OC methyl (Z)-6-fluoro-4-(methoxymethylene)-1-methyl-1,4-dihydroquinoline-3-carboxylate